(5R,8R)-(+)-lysergic acid OC(=O)[C@H]1CN(C)[C@@H]2CC3=CNC4=CC=CC(C2=C1)=C34